(R)-4-amino-N'-(tert-butyldimethylsilyl)-N-cyclobutylbenzenesulfonimidamide NC1=CC=C(C=C1)[S@@](=O)(NC1CCC1)=N[Si](C)(C)C(C)(C)C